(6-methyl-7-(4-(piperazin-1-yl)phenyl)imidazo[1,2-b]pyridazin-3-yl)quinoline-8-carbonitrile CC=1C(=CC=2N(N1)C(=CN2)C2=NC1=C(C=CC=C1C=C2)C#N)C2=CC=C(C=C2)N2CCNCC2